BrC=1C=CC=2C(N(C(C3=CC=CC1C23)=O)CC)=O 6-bromo-2-ethyl-1H-benzo[de]isoquinoline-1,3(2H)-dione